CC1(N(CC[C@H](C1)CNC)C1=NN(C(=C1)C)C1CC2(CN(C2)C(=O)OC(C)(C)C)C1)C Tert-butyl (R)-6-(3-(2,2-dimethyl-4-((methylamino)methyl)piperidin-1-yl)-5-methyl-1H-pyrazol-1-yl)-2-azaspiro[3.3]heptane-2-carboxylate